C(C)(C)(C)OC(=O)N(C(OC(C)(C)C)=O)C1=NC=CC=C1C#CCNC(=O)OC(C)(C)C tert-butyl (tert-butoxycarbonyl)(3-(3-((tert-butoxycarbonyl)amino) prop-1-yn-1-yl)pyridin-2-yl)carbamate